4-Benzyl-6-chloro-7-fluoro-3,4-dihydro-2H-1,4-benzoxazine-8-carboxylic acid C(C1=CC=CC=C1)N1CCOC2=C1C=C(C(=C2C(=O)O)F)Cl